C(CC)C1=CC=C(C=C1)O p-propyl-phenol